FC1(CCNCC1)CN1CCN(CC1)C=1C=C2CN(C(C2=CC1)=O)[C@@H]1C(NC(CC1)=O)=O (S)-3-(5-(4-((4-fluoropiperidin-4-yl)methyl)piperazin-1-yl)-1-oxoisoindolin-2-yl)piperidine-2,6-dione